(E)-N-(5-(4-chlorostyryl)-1,3,4-thiadiazol-2-yl)-4-(2-methoxyphenyl)nicotinamide methyl-4-methylbenzenesulfonate COS(=O)(=O)C1=CC=C(C=C1)C.ClC1=CC=C(/C=C/C2=NN=C(S2)NC(C2=CN=CC=C2C2=C(C=CC=C2)OC)=O)C=C1